4-tert-butylcyclohexane-1,2-dicarboxylic acid, calcium salt [Ca+2].C(C)(C)(C)C1CC(C(CC1)C(=O)[O-])C(=O)[O-]